OC[C@H](C1=CC=CC=C1)NC1=CC(=NC=C1C1=NC(=NO1)C(C)(C)O)NC=1N=CC2=C(N1)C(N(C2=O)CCC)(C)C (S)-2-((4-((2-hydroxy-1-phenylethyl)amino)-5-(3-(2-hydroxypropan-2-yl)-1,2,4-oxadiazol-5-yl)pyridin-2-yl)amino)-7,7-dimethyl-6-propyl-6,7-dihydro-5H-pyrrolo[3,4-d]pyrimidin-5-one